3-((6-((6-methylpyridin-2-yl)amino)pyrimidin-4-yl)amino)isonicotinamide CC1=CC=CC(=N1)NC1=CC(=NC=N1)NC1=C(C(=O)N)C=CN=C1